5-Chloro-4-(1-(2-chloro-4-((4-methylpiperazin-1-yl)methyl)phenyl)-1H-pyrazol-4-yl)-N-(1-((1-methyl-1H-imidazol-4-yl)sulfonyl)piperidin-4-yl)pyrimidin-2-amine ClC=1C(=NC(=NC1)NC1CCN(CC1)S(=O)(=O)C=1N=CN(C1)C)C=1C=NN(C1)C1=C(C=C(C=C1)CN1CCN(CC1)C)Cl